Dimethyl-(6-((2-((5-(1-methyl-1H-pyrazol-4-yl)-4-morpholino-2,3-dihydrobenzofuran-7-yl)amino)-7H-pyrrolo[2,3-d]pyrimidin-4-yl)amino)quinoxalin-5-yl)phosphine oxide CP(C1=C2N=CC=NC2=CC=C1NC=1C2=C(N=C(N1)NC1=CC(=C(C=3CCOC31)N3CCOCC3)C=3C=NN(C3)C)NC=C2)(C)=O